dimethylaminoethyl-3-aminopyridine CN(C)CCC1=NC=CC=C1N